NC1=CC=C(C=N1)C1=CC2=C(NCCO2)C=C1 7-(6-amino-3-pyridyl)-2,3-dihydro-1,4-benzoOxazine